CON(C(C[C@@H]1CN(CC1)C(=O)OC(C)(C)C)=O)C tert-butyl (3R)-3-{2-[methoxy(methyl)amino]-2-oxoethyl}pyrrolidine-1-carboxylate